2-chloro-4-{[2,6-dimethyl-4-(pyridin-4-yl)phenyl]amino}-5-fluoropyrimidine ClC1=NC=C(C(=N1)NC1=C(C=C(C=C1C)C1=CC=NC=C1)C)F